1-(cyclopropylmethyl)-N-(5-morpholino-8-quinolyl)imidazole-4-sulfonamide C1(CC1)CN1C=NC(=C1)S(=O)(=O)NC=1C=CC(=C2C=CC=NC12)N1CCOCC1